ClC=1C=C(C=CC1NCCCCNC[C@H]1NCCC1)S(=O)(=O)NC=1SC(=CN1)F 3-chloro-N-(5-fluoro-1,3-thiazol-2-yl)-4-[(4-{[(2S)-pyrrolidin-2-ylmethyl]amino}butyl)amino]benzenesulfonamide